2-(5-methoxy-1H-indol-3-yl)-N,N-dimethylpropionamide COC=1C=C2C(=CNC2=CC1)C(C(=O)N(C)C)C